C(CCCCCCC)[Mg]CCCCCCCC di-n-octyl-magnesium